4H-1,2,4-Triazole-3-carbohydrazide N=1N=C(NC1)C(=O)NN